O=C1OC2(CNCC2)C2=C(N1)C=CC=C2 2-oxo-1,2-dihydrospiro[benzo[d][1,3]oxazine-4,3'-pyrrolidine]